2-(4-(5-chloro-2-(1H-tetrazol-1-yl)phenyl)-2,5-dioxopiperazin-1-yl)-3-phenyl-N-(3,4,5-trifluorophenyl)propanamide ClC=1C=CC(=C(C1)N1CC(N(CC1=O)C(C(=O)NC1=CC(=C(C(=C1)F)F)F)CC1=CC=CC=C1)=O)N1N=NN=C1